C(CCCCCCCCCCCCCCCCC)NC(CCCCCCCCCCC)=O N-stearyl-lauramide